3-((((9H-fluoren-9-yl)methoxy)carbonyl)amino)-6,6-difluorobicyclo[3.1.0]hexane-3-carboxylic acid C1=CC=CC=2C3=CC=CC=C3C(C12)COC(=O)NC1(CC2C(C2C1)(F)F)C(=O)O